4-(tert-butyl)-N-((2-methylphenyl)thiocarbamoyl)benzamide C(C)(C)(C)C1=CC=C(C(=O)NC(NC2=C(C=CC=C2)C)=S)C=C1